C1(=C(C=CC=C1)C1=CC(OC2=CC(=CC=C12)COC(F)(F)F)=O)C 4-(o-tolyl)-7-((trifluoromethoxy)methyl)-2H-chromen-2-one